FC=1C(=C(C=CC1F)[C@H]1[C@H](O[C@]([C@H]1C)(C(F)(F)F)C)C(=O)NC1=CC(=NC=C1)C(=O)N)C=C 4-[[(2S,3S,4S,5R)-3-(3,4-difluoro-2-vinyl-phenyl)-4,5-dimethyl-5-(trifluoromethyl)tetrahydrofuran-2-carbonyl]amino]pyridine-2-carboxamide